OC=1C(=NC2=CC=C(C=C2C1)OC(C)C)C(=O)NCC(=O)O (3-hydroxy-6-isopropoxy-quinoline-2-carbonyl-amino)-acetic acid